NC1=NC(NC2=C(C(=CC=C12)Br)F)=O 4-amino-7-bromo-8-fluoroquinazolin-2(1H)-one